4-oxo-piperidine hydrochloride salt Cl.O=C1CCNCC1